C[C@@H]1[C@@H]([C@H](O[C@H]1C2=CC=C(C=C2)O)C3=CC=C(C=C3)O)C The molecule is a lignan that consists of a 3,4-dimethyloxolane ring substituted by 4-hydroxyphenyl groups at positions 2 and 5 respectively (the 2R,3R,4S,5S-stereoisomer). Isolated from the roots of Krameria lappacea, it exhibits anti-inflammatory activity. It has a role as an anti-inflammatory agent, a cyclooxygenase 1 inhibitor, a cyclooxygenase 2 inhibitor, a NF-kappaB inhibitor and a plant metabolite. It is a lignan, a member of oxolanes and a member of phenols.